2-(2-(2-methyl-1H-benzimidazol-5-yl)-4-propylphenyl)propane-2-ol CC1=NC2=C(N1)C=CC(=C2)C2=C(C=CC(=C2)CCC)C(C)(C)O